((4-((tert-butoxycarbonyl)(prop-2-yn-1-yl)amino)-3-methoxyphenyl)sulfonyl)methyl acetate C(C)(=O)OCS(=O)(=O)C1=CC(=C(C=C1)N(CC#C)C(=O)OC(C)(C)C)OC